2-(6-((2-chloro-4-fluorophenoxy)methyl)pyridin-3-yl)-5-(difluoromethyl)-1,3,4-oxadiazole ClC1=C(OCC2=CC=C(C=N2)C=2OC(=NN2)C(F)F)C=CC(=C1)F